BrC1=C2C=CNC2=CC=C1NC(=O)C1=CC=2C3=C(COC2C=C1C=1C(=NC(=CC1)C(NCCC)=O)C(=O)OC)SC=C3 methyl 3-(8-((4-bromo-1H-indol-5-yl)carbamoyl)-4H-thieno[2,3-c]chromen-7-yl)-6-(propylcarbamoyl)picolinate